ClC1=CC=C(C=C1)N1N=C(C=C1)OC(=O)C1=C(N=C(S1)C)C(F)F 1-(4-chlorophenyl)-1H-pyrazol-3-yl-4-(difluoromethyl)-2-methylthiazole-5-carboxylate